tert-butyl 4-(4-(4-(((2-(2,6-dioxopiperidin-3-yl)-1,3-dioxoisoindolin-4-yl)amino)methyl)-1H-pyrazol-1-yl)piperidine-1-carbonyl)-4-hydroxypiperidine-1-carboxylate O=C1NC(CCC1N1C(C2=CC=CC(=C2C1=O)NCC=1C=NN(C1)C1CCN(CC1)C(=O)C1(CCN(CC1)C(=O)OC(C)(C)C)O)=O)=O